C1(CC1)C1=CC(=NN1C(=O)OC(C)(C)C)NC(C(C)(C1=CC(=CC=C1)B1OC(C(O1)(C)C)(C)C)C)=O tert-butyl 5-cyclopropyl-3-(2-methyl-2-(3-(4,4,5,5-tetramethyl-1,3,2-dioxaborolan-2-yl)phenyl)propanamido)-1H-pyrazole-1-carboxylate